2-methyl N-[5-[6-[5-(4-fluoro-3-methoxy-phenyl)oxazol-4-yl]imidazo[1,2-a]pyridin-3-yl]-2-pyridyl]carbamate FC1=C(C=C(C=C1)C1=C(N=CO1)C=1C=CC=2N(C1)C(=CN2)C=2C=CC(=NC2)NC(OC)=O)OC